(2R)-4,4-Difluoro-N-{4-[5-fluoro-7-(2-hydroxypropan-2-yl)-3-(pyridin-2-yl)-1H-pyrrolo[3,2-b]pyridin-2-yl]pyridin-2-yl}-2-(4-fluorophenyl)butanamid FC(C[C@@H](C(=O)NC1=NC=CC(=C1)C1=C(C2=NC(=CC(=C2N1)C(C)(C)O)F)C1=NC=CC=C1)C1=CC=C(C=C1)F)F